(R)-N-(4-(3-((4-amino-5-(trifluoromethyl)pyrimidin-2-yl)amino)pyrrolidine-1-carbonyl)phenyl)acrylamide NC1=NC(=NC=C1C(F)(F)F)N[C@H]1CN(CC1)C(=O)C1=CC=C(C=C1)NC(C=C)=O